C1(CCCC1)C1=NN(C=N1)S(=O)(=O)C1=CC=C(C=C1)[N+](=O)[O-] 3-cyclopentyl-1-(4-nitrobenzenesulfonyl)-1,2,4-triazole